C(C)(C)(C)N1N=C(C(=C1NC(O)=O)C)C1CC(C1)(F)F (1-(tert-butyl)-3-(3,3-difluorocyclobutyl)-4-methyl-1H-pyrazol-5-yl)carbamic acid